CC1=NC(=NC=C1)N1[C@H]([C@H](CC1)NS(=O)(=O)C)CO[C@@H]1CC[C@@H](CC1)C1=CC=CC=C1 N-((2R,3S)-1-(4-methyl-pyrimidin-2-yl)-2-((((CIS)-4-phenylcyclohexyl)oxy)methyl)pyrrolidin-3-yl)methanesulfonamide